C1(CCCC1)N1C(C(=CC2=C1N=C(N=C2)NC2=NC=C(C=C2)C2CCN(CC2)CC2CCC(CC2)CO)C(F)F)=O 8-cyclopentyl-6-(difluoromethyl)-2-((5-(1-(((1s,4s)-4-(hydroxymethyl)cyclohexyl)methyl)piperidin-4-yl)pyridin-2-yl)amino)pyrido[2,3-d]pyrimidin-7(8H)-one